(S)-4-hydroxy-decanoic acid benzyl ester C(C1=CC=CC=C1)OC(CC[C@H](CCCCCC)O)=O